C(C)(C)(C)OC(=O)N[C@H](C(=O)OC)CCN(C1CC(C1)CCC1=NC=2NCCCC2C=C1)C1CC1 methyl (S)-2-((tert-butoxycarbonyl)amino)-4-(cyclopropyl(3-(2-(5,6,7,8-tetrahydro-1,8-naphthyridin-2-yl)ethyl)cyclobutyl)amino)butanoate